FC1=CC(=C(C=C1OC)N1C(SCC1=O)=N)C(C)C 3-(4-fluoro-2-isopropyl-5-methoxyphenyl)-2-iminothiazolidin-4-one